4-(2-(chloromethyl)-5-(3-(m-tolyl)-1H-pyrazol-1-yl)thiazolo[5,4-d]pyrimidin-7-yl)morpholine ClCC=1SC=2N=C(N=C(C2N1)N1CCOCC1)N1N=C(C=C1)C=1C=C(C=CC1)C